ethylene glycol ethyl methyl ether COCCOCC